N1(N=CCCC1)C(N)=S 5,6-dihydropyridazine-1(4H)-carbothioamide